3,4-dichloro-2-(2-(hydroxymethyl)imidazo[1,2-a]pyridin-7-yl)phenol ClC=1C(=C(C=CC1Cl)O)C1=CC=2N(C=C1)C=C(N2)CO